CC(=CC)C1=C(C2=CC=CC=C2C=C1)C1=CC2=CC=CC=C2C=C1P(C1=CC=CC=C1)C1=CC=CC=C1 (2-(but-2-en-2-yl)-[1,2'-binaphthyl]-3'-yl)diphenylphosphine